FC1=C(C(=O)N[C@H]2C[C@H](CCC2)NC2=CC(=NC3=CC=C(C=C23)F)C(F)(F)F)C(=CC=C1NS(=O)(=O)C(C)C)F 2,6-difluoro-N-[(1r,3s)-3-{[6-fluoro-2-(trifluoromethyl)quinolin-4-yl]amino}cyclohexyl]-3-(propane-2-sulfonylamino)benzamide